8-bromo-6-[(4-phenyl-1-piperidyl)sulfonyl]imidazo[1,2-a]pyridine BrC=1C=2N(C=C(C1)S(=O)(=O)N1CCC(CC1)C1=CC=CC=C1)C=CN2